C(C)(=O)NC1=C(C(=O)NC=2SC(=C(N2)C2CC2)C)C=CC=C1 2-acetamido-N-(4-cyclopropyl-5-methylthiazol-2-yl)benzamide